(2-((4-(5-(pyrrolidin-1-yl)pyridin-3-yl)-1H-1,2,3-triazol-1-yl)methyl)imidazo[1,2-a]pyridin-6-yl)methanol N1(CCCC1)C=1C=C(C=NC1)C=1N=NN(C1)CC=1N=C2N(C=C(C=C2)CO)C1